CC(C)O.[Li] lithium-2-propanol salt